C1(=CC=CC=C1)N1N=C(C(C(=C1C1=CC=CC=C1)C(=O)C1=CC=C(C=C1)C1=CC=CC=C1)C(=O)C1=CC=C(C=C1)C1=CC=CC=C1)C1=CC=CC=C1 (1,3,6-triphenyl-1,4-dihydropyridazin-4,5-diyl)bis([1,1'-biphenyl]-4-ylmethanone)